(E)-2-methyl-N'-(1-(p-tolyl)ethylidene)benzohydrazide CC1=C(C(=O)N/N=C(\C)/C2=CC=C(C=C2)C)C=CC=C1